methyl 1-[5-[(3R)-3-amino-5-[(4-chlorophenyl)methyl]-8-fluoro-1,1,4-trioxo-2,3-dihydro-1λ6,5-benzothiazepin-7-yl]-1,3,4-oxadiazol-2-yl]-2-oxa-5-azabicyclo[2.2.1]heptane-5-carboxylate N[C@H]1CS(C2=C(N(C1=O)CC1=CC=C(C=C1)Cl)C=C(C(=C2)F)C2=NN=C(O2)C21OCC(N(C2)C(=O)OC)C1)(=O)=O